CN1CCC(CC1)C1=CC2=C(NC(=N2)NC=2SC3=C(N2)C=CC(=C3)C(F)(F)F)C=C1 N-(5-(1-methylpiperidin-4-yl)-1H-benzo[d]imidazol-2-yl)-6-(trifluoromethyl)benzo[d]thiazol-2-amine